ClCC1=NN=C2C=3N(CCCN21)C=C(C3)C3=NC(=NC=C3)NC3=CC=NN3C 4-(3-(chloromethyl)-6,7-dihydro-5H-pyrrolo[1,2-a][1,2,4]triazolo[3,4-c][1,4]diazepin-10-yl)-N-(1-methyl-1H-pyrazol-5-yl)pyrimidin-2-amine